4-{(3aR,6aR)-5-methylhexahydropyrrolo[3,4-b]pyrrol-1(2H)-yl}-6-methoxy-N-{4-pyrazolo[1,5-a]pyridin-3-ylpyrimidin-2-yl}benzene-1,3-diamine CN1C[C@@H]2N(CC[C@@H]2C1)C1=C(C=C(C(=C1)OC)NC1=NC=CC(=N1)C=1C=NN2C1C=CC=C2)N